C(C)N(C1CCOCC1)C=1C(=C(C(=O)O)C=C(C1)C=1C=C2CCC(C2=CC1)N1CCOCC1)C (ethyl-(tetrahydro-2H-pyran-4-yl)amino)-2-methyl-5-(1-morpholino-2,3-dihydro-1H-inden-5-yl)benzoic acid